[Cl-].C(C1CO1)[N+](CC)(C)C N-glycidyl-N,N-dimethyl-N-ethylammonium chloride